tetraphenylphosphonium tetra-p-tolylborate C1(=CC=C(C=C1)[B-](C1=CC=C(C=C1)C)(C1=CC=C(C=C1)C)C1=CC=C(C=C1)C)C.C1(=CC=CC=C1)[P+](C1=CC=CC=C1)(C1=CC=CC=C1)C1=CC=CC=C1